CC1(C=NOC1)C 4,4-dimethyl-isoxazol